N1C(=NC2=C1C=CC=C2)[C@H]2[C@@H](C2)C(=O)N[C@H](C(NC2=NC=CN=C2)=O)C (1R,2R)-2-(1H-benzo[d]imidazol-2-yl)-N-((S)-1-oxo-1-(pyrazin-2-ylamino)propan-2-yl)cyclopropane-1-carboxamide